[18F]fluoro-2-deoxy-d-glucose [18F]C(=O)C[C@@H](O)[C@H](O)[C@H](O)CO